ClC=1C(=NC(=CC1)OC)C(=O)NC 3-chloro-6-methoxy-N-methylpicolinamide